5-(2-((tert-butyldimethylsilyl)oxy)ethyl)thiophene-2-carboxylic acid [Si](C)(C)(C(C)(C)C)OCCC1=CC=C(S1)C(=O)O